ClC1=C2C(=NC(=C1)N(C=1C(=CC(=NC1)C#N)C)C1CC1)N(C=N2)C 5-[(7-chloro-3-methyl-imidazo[4,5-b]pyridin-5-yl)-cyclopropyl-amino]-4-methyl-pyridine-2-carbonitrile